5-cyclopropoxy-2-(4-{[(3R)-1-methylpiperidin-3-yl]amino}pyrido[3,4-d]pyridazin-1-yl)phenol formate salt C(=O)O.C1(CC1)OC=1C=CC(=C(C1)O)C1=C2C(=C(N=N1)N[C@H]1CN(CCC1)C)C=NC=C2